2-(4-Fluorophenyl)-3-(4-methoxyphenyl)thiazolidin-4-one FC1=CC=C(C=C1)C1SCC(N1C1=CC=C(C=C1)OC)=O